FC1C(=O)OC(C1)=O Fluorosuccinic anhydride